ClC=1C(=C(C(=CC1)N1N=NN=C1)C=1C=CC(=[N+](C1)[O-])C(CN1N=C2C(=C1)CCOC2)N2N=CC(=C2)C2=CC(=NC=C2)C(F)(F)F)F 5-(3-Chloro-2-fluoro-6-(1H-tetrazol-1-yl)phenyl)-2-(2-(4,5-dihydropyrano[3,4-c]pyrazol-2(7H)-yl)-1-(4-(2-(trifluoromethyl)pyridin-4-yl)-1H-pyrazol-1-yl)ethyl)pyridine 1-oxide